C(#N)C1(CC2=C(C(=C(S2)NC(C)=O)C(=O)OCC)CC1)C1CC1 ethyl 6-cyano-6-cyclopropyl-2-acetamido-4,5,6,7-tetrahydro-1-benzothiophene-3-carboxylate